N[C@@H]1C[C@@H](CC1)NC(=O)N1CCN(CC1)C(C1=C(C=C(C=C1)NC=1C=2N(C=CN1)C(=CN2)C=2C(=NNC2)C(F)(F)F)Cl)=O N-[(1R,3S)-3-aminocyclopentyl]-4-[2-chloro-4-[[3-[3-(trifluoromethyl)-1H-pyrazol-4-yl]imidazo[1,2-a]pyrazin-8-yl]amino]benzoyl]piperazine-1-carboxamide